NCC(=O)N1CC2=C(C3=C(N=CN=C3N)N2C(C1)(C)C)C1=CC(=C(C=C1)OC1=NC=CC(=N1)C)F 2-amino-1-(4-amino-5-(3-fluoro-4-((4-methylpyrimidin-2-yl)oxy)phenyl)-9,9-dimethyl-8,9-dihydropyrazino[1',2':1,5]pyrrolo[2,3-d]pyrimidin-7(6H)-yl)ethan-1-one